3-((4,4-bis(((Z)-oct-5-en-1-yl)oxy)butanoyl)oxy)-2-(((((1-ethylpiperidin-3-yl)methoxy)carbonyl)oxy)methyl)propyl non-2-yn-1-yl adipate C(CCCCC(=O)OCC#CCCCCCC)(=O)OCC(COC(CCC(OCCCC\C=C/CC)OCCCC\C=C/CC)=O)COC(=O)OCC1CN(CCC1)CC